Ethyl 6-(benzylthio)-8-bromo-[1,2,4]triazolo[4,3-a]pyridine-3-carboxylate C(C1=CC=CC=C1)SC=1C=C(C=2N(C1)C(=NN2)C(=O)OCC)Br